CN(C)CC1=CC=C(C=C1)S(=O)(=O)NC(CC1=C(C=C(C=C1C(C)C)C1=CC(=C(C=C1)C)C)C(C)C)=O N-[4-[(dimethylamino)methyl]phenyl]sulfonyl-2-[4-(3,4-dimethylphenyl)-2,6-di(propan-2-yl)phenyl]acetamide